C(C)(C)N(C=1N=C(C(=[N+](C1)[O-])C1=CC=CC=C1)C1=CC=CC=C1)CCCCOCC(=O)S(=O)(=O)C 5-(isopropyl-(4-(2-(methylsulfonyl)-2-oxoethoxy)butyl)amino)-2,3-diphenylpyrazine 1-oxide